3-(3-(2-(4-(6-(6-((R)-2-(3-fluorophenyl)pyrrolidin-1-yl)imidazo[1,2-b]pyridazin-3-yl)pyridin-2-yl)piperazin-1-yl)ethyl)-2-oxo-2,3-dihydro-1H-benzo[d]imidazol-1-yl)piperidine-2,6-dione FC=1C=C(C=CC1)[C@@H]1N(CCC1)C=1C=CC=2N(N1)C(=CN2)C2=CC=CC(=N2)N2CCN(CC2)CCN2C(N(C1=C2C=CC=C1)C1C(NC(CC1)=O)=O)=O